C(C1=CC=CC=C1)N(CC(=O)O)C([C@H](CC1=CC=C(C=C1)N)NC(=O)OC(C)(C)C)=O benzyl-(S)-(3-(4-aminophenyl)-2-((tert-butoxycarbonyl)amino)propionyl)glycine